4-chloro-1-(2-(dimethylamino)ethyl)-1H-pyrrole ClC=1C=CN(C1)CCN(C)C